C(CCC)N1C(C=2N(C(=C1C)C)C(=NN2)C2(CC2)C2CC2)=O 7-butyl-3-(1-cyclopropylcyclopropyl)-5,6-dimethyl-[1,2,4]triazolo[4,3-a]pyrazin-8-one